6-[(1R,2S)-2-(5-fluoro-3-pyridyl)cyclopropyl]-2-methyl-4-[[(1R)-1-[2-methyl-3-(trifluoromethyl)phenyl]ethyl]amino]pyrido[3,4-d]pyridazine-1,7-dione FC=1C=C(C=NC1)[C@H]1[C@@H](C1)N1C=C2C(=NN(C(C2=CC1=O)=O)C)N[C@H](C)C1=C(C(=CC=C1)C(F)(F)F)C